BrC=1C=C(C2=CN(N=C2C1C)C(C(=O)[C@H]1N(C[C@@H](C1)F)C(=O)OC(C)(C)C)C(=O)OCC)C(F)(F)F Tert-Butyl (2S,4R)-2-(2-(6-Bromo-7-Methyl-4-(Trifluoromethyl)-2H-Indazol-2-Yl)-3-Ethoxy-3-Oxopropanoyl)-4-Fluoropyrrolidine-1-Carboxylate